2-(2-((2-ethylheptyl)oxy)ethoxy)ethane-1-ol C(C)C(COCCOCCO)CCCCC